BrC1=C(C=CC(=C1)Cl)CCN1[C@@H]([C@H](N(CC1=O)CCOCCOCCOCCNC(=O)OC(C)(C)C)C(=O)OC)C1=CC2=CC=CC=C2C=C1 methyl (2S,3R)-4-[2-(2-bromo-4-chlorophenyl)ethyl]-1-{11-[(tert-butyl)(oxycarbonylamino)]-3,6,9-trioxaundecyl}-3-(2-naphthyl)-5-oxo-2-piperazinecarboxylate